C=C(C=CCCC)C1=CC=CC=C1 6-heptadien-2-ylbenzene